CC1OBOC1C 4,5-dimethyl-1,3,2-dioxaborolan